ClC1=CC(=C(C=C1Cl)C1CC(NCC1)C(=O)N)OC 4-(4,5-dichloro-2-methoxyphenyl)piperidine-2-carboxamide